tert-butyl (4S)-4-(1-cyclopropylethenyl)-2,2-dimethyl-1,3-oxazolidine-3-carboxylate C1(CC1)C(=C)[C@@H]1N(C(OC1)(C)C)C(=O)OC(C)(C)C